tert-butyl 2-[1-(2-fluoro-4-iodo-phenyl)-4-hydroxy-4-piperidyl]acetate FC1=C(C=CC(=C1)I)N1CCC(CC1)(O)CC(=O)OC(C)(C)C